C(=O)(O)CN1CCNCCN(CC1)CC(=O)O 4,7-bis(carboxymethyl)-1,4,7-triazacyclononan